6-bromo-1H-indazol-4-amine BrC=1C=C(C=2C=NNC2C1)N